arginine, iodide N[C@@H](CCCNC(N)=N)C(=O)I